2-(trifluoromethoxy)pyridin-3-amine FC(OC1=NC=CC=C1N)(F)F